CC(C=O)CC1=CC=C(C=C1)C(C)C 2-Methyl-3-(para-iso-propylphenyl)-propionaldehyd